ClC=1C=C(C=CC1N[C@@H](C)C1=CC=CC=C1)S(=O)(=O)NC=1SC=CN1 (S)-3-chloro-4-((1-phenylethyl)amino)-N-(thiazol-2-yl)benzenesulfonamide